C(CC)C1(OC(CC(O1)=O)=O)CCC 2,2-dipropyl-[1,3]-dioxan-4,6-dione